1-[4-(5-{[(5-Chlorothiophen-2-yl)methyl]amino}-1-(2-methoxybenzoyl)-1H-pyrazol-3-yl)piperidin-1-yl]ethan-1-on ClC1=CC=C(S1)CNC1=CC(=NN1C(C1=C(C=CC=C1)OC)=O)C1CCN(CC1)C(C)=O